NC1=CC2=CN(N=C2C=C1)CCO 2-(5-amino-2H-indazol-2-yl)ethanol